tert-butyl (3r,4r)-4-({7-bromopyrrolo[2,1-f][1,2,4]triazin-2-yl} amino)-3-hydroxypiperidine-1-carboxylate BrC1=CC=C2C=NC(=NN21)N[C@H]2[C@@H](CN(CC2)C(=O)OC(C)(C)C)O